3-bromo-4-chloro-2-(trifluoromethyl)-phenylacetic acid BrC=1C(=C(C=CC1Cl)CC(=O)O)C(F)(F)F